C(C1=CC=CC=C1)N(C1=NC=2N(C(=C1)C=1C=NNC1)N=C(C2)C(=O)NC2=CC(=NC=C2)OC)C 5-(benzyl(methyl)amino)-N-(2-methoxypyridin-4-yl)-7-(1H-pyrazol-4-yl)pyrazolo[1,5-a]pyrimidine-2-carboxamide